2-((1R,6S)-6-amino-2,2-difluorocyclohexyl)-N-(but-2-yn-1-yl)-5-chloro-3-iodothieno[3,2-b]pyridin-7-amine trifluoroacetate FC(C(=O)O)(F)F.N[C@H]1CCCC([C@@H]1C1=C(C2=NC(=CC(=C2S1)NCC#CC)Cl)I)(F)F